tri(4-chlorobenzene) phosphate P(=O)(O)(O)O.ClC1=CC=CC=C1.ClC1=CC=CC=C1.ClC1=CC=CC=C1